4-cyclopropyl-5-[4-[[4-[1-cyclopropyl-4-(trifluoromethyl)imidazol-2-yl]phenyl]methoxy]pyrimidin-2-yl]-6-(difluoromethoxy)pyrimidine C1(CC1)C1=NC=NC(=C1C1=NC=CC(=N1)OCC1=CC=C(C=C1)C=1N(C=C(N1)C(F)(F)F)C1CC1)OC(F)F